C(C)(C)C1=NC=CC(=N1)C1=CC=2C=NC(=CC2N1C)NC1CCOCC1 2-(2-Isopropylpyrimidin-4-yl)-1-methyl-N-(tetrahydro-2H-pyran-4-yl)-1H-pyrrolo[3,2-c]pyridin-6-amine